N,N-dimethylhexacosene-17,20-dien-7-amine CN(C(CCCCC=C)CCCCCCCCCC=CCC=CCCCCC)C